COCCN1CC2=CC=CC=C2CC1 2-(methoxyethyl)-1,2,3,4-tetrahydroisoquinoline